ClC1=NC=C(C(=N1)NCC1=CC=C(C=C1)N1N=C(C=C1C)C(C)(C)O)[N+](=O)[O-] 2-[1-(4-[[(2-chloro-5-nitropyrimidin-4-yl)amino]methyl]phenyl)-5-methylpyrazol-3-yl]propan-2-ol